B([O-])([O-])[O-].C1(=CC=CC=C1)C1(C(=CC(C(C1[NH3+])(C1=CC=CC=C1)C1=CC=CC=C1)C)C)C1=CC=CC=C1.C1(=CC=CC=C1)C1(C(=CC(C(C1[NH3+])(C1=CC=CC=C1)C1=CC=CC=C1)C)C)C1=CC=CC=C1.C1(=CC=CC=C1)C1(C(=CC(C(C1[NH3+])(C1=CC=CC=C1)C1=CC=CC=C1)C)C)C1=CC=CC=C1 tetraphenyl-(3,5-dimethylphenyl)ammonium borate